N-[6-[4-(2-Hydroxy-1,1-dimethyl-ethyl)piperazin-1-yl]-2,2-dimethyl-3H-benzofuran-5-yl]pyrazolo[1,5-a]pyrimidine-3-carboxamide OCC(C)(C)N1CCN(CC1)C1=CC2=C(CC(O2)(C)C)C=C1NC(=O)C=1C=NN2C1N=CC=C2